4-((2R,5S)-5-(((4-Cyanophenyl)sulfonyl)methyl)-2-(trifluoromethyl)oxazolidin-3-yl)-2-(trifluoromethyl)benzonitril C(#N)C1=CC=C(C=C1)S(=O)(=O)C[C@@H]1CN([C@H](O1)C(F)(F)F)C1=CC(=C(C#N)C=C1)C(F)(F)F